FC([C@@](C(=O)OC=1C(C=NN2[C@@H](N3N(C(C21)=O)CCCC3)C(C3=CC(=CC=C3)F)C3=CC(=CC=C3)F)=O)(C3=CC=CC=C3)OC)(F)F (R)-12-(bis(3-fluorophenyl)methyl)-3,5-dioxo-3,5,7,8,9,10-hexahydro-12H-dipyridazino[1,2-a:1',6'-d][1,2,4]triazin-4-yl (S)-3,3,3-trifluoro-2-methoxy-2-phenylpropanoate